N[C@H]1CN(CCC1)CCCCNC1=CC(=C(C=C1Cl)S(=O)(=O)NC=1SC=CN1)F 4-({4-[(3R)-3-aminopiperidin-1-yl]butyl}amino)-5-chloro-2-fluoro-N-1,3-thiazol-2-ylbenzenesulfonamide